pyrido[2,3-d]pyrimidine-4-carboxylic acid N1=CN=C(C2=C1N=CC=C2)C(=O)O